((R)-1-(hydroxymethyl)-3-methyl-2-oxabicyclo[2.1.1]hexan-4-yl)-4-azaspiro[2.5]octane-7-carboxamide OCC12O[C@@H](C(C1)(C2)C2CC21NCCC(C1)C(=O)N)C